3-fluoro-5-methoxybenzoate FC=1C=C(C(=O)[O-])C=C(C1)OC